C1=CC(=CC2=C1C=CC3=C2C=C(C(=O)C3=O)Br)Br 3,6-dibromophenanthrenequinone